5-(4-chloro-2-(1-methyl-1H-pyrazol-4-yl)phenyl)-1-methyl-3-methylenepyrrolidin-2-one ClC1=CC(=C(C=C1)C1CC(C(N1C)=O)=C)C=1C=NN(C1)C